N-fluoroindole FN1C=CC2=CC=CC=C12